methyl 2-(3-((tert-butoxycarbonyl)amino)prop-1-yn-1-yl)-4-(3-(1,3-dioxoisoindolin-2-yl)prop-1-yn-1-yl)benzoate C(C)(C)(C)OC(=O)NCC#CC1=C(C(=O)OC)C=CC(=C1)C#CCN1C(C2=CC=CC=C2C1=O)=O